C1(=C(C(=CC=C1)C)C)C=1C(=C(C=CC1)O)C1=C(C(=CC=C1)C)C di-xylylphenol